(R)-N-((1s,1'R,4S)-4-(5-((Cyclopropylmethyl)thio)pyrazin-2-yl)-1',3'-dihydrospiro[cyclohexane-1,2'-inden]-1'-yl)-2-methylpropane-2-sulfinamide C1(CC1)CSC=1N=CC(=NC1)C1CCC2([C@H](C3=CC=CC=C3C2)N[S@](=O)C(C)(C)C)CC1